N1(C=CC=C1)C1=C(C=C(C=C1)C(F)(F)F)NS(=O)(=O)C=1C=C(C(=O)O)C=CC1OC 3-(N-(2-(pyrrol-1-yl)-5-(trifluoromethyl)phenyl)sulfamoyl)-4-methoxybenzoic Acid